(2S)-N1-(5-(7-chloro-2-(1-cyclopropyl-1-ethyl)-1-oxoisoindol-5-yl)-4-methylthiazol-2-yl)-pyrrolidine-1,2-dicarboxamide ClC=1C=C(C=C2CN(C(C12)=O)C(C)C1CC1)C1=C(N=C(S1)NC(=O)N1[C@@H](CCC1)C(=O)N)C